ClC=1C=C(COC2=C(C=C(CN3C(N(C4=CC(=C(C=C4C3=O)OC(CF)CF)F)C3CCN(CC3)C=O)=O)C=C2)OCC)C=CC1Cl 4-[3-{4-[(3,4-dichlorobenzyl)oxy]-3-ethoxybenzyl}-7-fluoro-6-[2-fluoro-1-(fluoromethyl)ethoxy]-2,4-dioxo-3,4-dihydroquinazolin-1(2H)-yl]piperidine-1-carbaldehyde